CC1(CCC=CCCC1)OC(O)=O carbonic methyl-4-cyclooctene-1-yl ester